ClC1=CC=C(C=C1)NC(=O)NC1=CC=C(C=C1)C=1N=C(SC1)C1=CC=C(C=C1)OCCCN1CCOCC1 1-(4-chlorophenyl)-3-(4-(2-(4-(3-morpholinopropoxy)phenyl)thiazol-4-yl)phenyl)urea